propan-2-yl (2Z)-5-(4-chlorophenyl)-7-methyl-2-(4-(2-(4-methylpiperazin-1-yl)-2-oxoethoxy)benzylidene)-3-oxo-2,3-dihydro-5H-[1,3]thiazolo[3,2-a]pyrimidine-6-carboxylate ClC1=CC=C(C=C1)C1C(=C(N=C2N1C(/C(/S2)=C/C2=CC=C(C=C2)OCC(=O)N2CCN(CC2)C)=O)C)C(=O)OC(C)C